CN1C(C(=CC=2CN(CCC12)C)NC=1N=CC2=C(N1)C(=NC=C2)N2CCOCC2)=O 1,6-dimethyl-3-((8-morpholinylpyrido[3,4-d]pyrimidin-2-yl)amino)-5,6,7,8-tetrahydro-1,6-naphthyridin-2(1H)-one